N(C1=CC=CC=C1)C1=NC(=NC(=N1)S)S 6-Anilino-1,3,5-triazine-2,4-dithiol